C(C)N(C(=O)C=1C=NN(C1)C=1C=NC=CN1)C 3-{4-[ethyl(methyl)carbamoyl]-1H-pyrazol-1-yl}pyrazin